N[C@@H]([C@@H](C)CC)C(=O)[O-] L-Isoleucinate